ClC=1C2=C(N=CN1)N(C=C2I)[C@H]2C[C@@H](N(C2)C(=O)OC(C)(C)C)COC Tert-butyl (2R,4S)-4-[4-chloro-5-iodopyrrolo[2,3-d]pyrimidin-7-yl]-2-(methoxymethyl)pyrrolidine-1-carboxylate